5',6'-bis(dibenzo[b,d]thiophen-2-yl)-4,4''-bis(3,6-dimethyl-9H-carbazol-9-yl)-3'-(2,6-dimethylpyridin-4-yl)-[1,1':4',1''-terphenyl]-2'-carbonitrile C1=C(C=CC=2SC3=C(C21)C=CC=C3)C3=C(C(=C(C(=C3C3=CC2=C(SC1=C2C=CC=C1)C=C3)C3=CC=C(C=C3)N3C1=CC=C(C=C1C=1C=C(C=CC31)C)C)C#N)C3=CC(=NC(=C3)C)C)C3=CC=C(C=C3)N3C1=CC=C(C=C1C=1C=C(C=CC31)C)C